5-methoxy-5-hydroxy-uracil COC1(C(NC(N=C1)=O)=O)O